BrC=1C=C(C=CC1)C[C@@H](C(=O)O)NC(=O)OC(C)(C)C (S)-3-(3-bromophenyl)-2-((tert-butoxycarbonyl)amino)propanoic acid